2-(1,3-Dimethyl-1H-pyrazol-4-yl)-N-(2-hydroxy-2-methylpropyl)-6-[4-(trifluoromethoxy)phenyl]pyrimidin CN1N=C(C(=C1)C1N(C(=CC=N1)C1=CC=C(C=C1)OC(F)(F)F)CC(C)(C)O)C